(prop-1-yn-1-yl)-6-(trifluoromethyl)pyridine C(#CC)C1=NC(=CC=C1)C(F)(F)F